{3-[5-(difluoromethyl)-1,3,4-thiadiazol-2-yl]-1-ethyl-6-fluoro-2-oxo-1,3-dihydro-1,3-benzimidazol-5-ylsulfonyl}[3-(fluoromethyl)-3-oxetanyl]amine FC(C1=NN=C(S1)N1C(N(C2=C1C=C(C(=C2)F)S(=O)(=O)NC2(COC2)CF)CC)=O)F